(1R,3S,5Z)-5-[(2E)-2-[(1R,3aS,7aR)-1-[(E,2R,5S)-6-hydroxy-5,6-dimethylhept-3-en-2-yl]-7a-methyl-2,3,3a,5,6,7-hexahydro-1H-inden-4-ylidene]ethylidene]-4-methylidenecyclohexane-1,3-diol OC([C@H](/C=C/[C@@H](C)[C@H]1CC[C@H]2\C(\CCC[C@]12C)=C\C=C\1/C([C@H](C[C@@H](C1)O)O)=C)C)(C)C